6-(2-chloro-5-fluorophenyl)-N-((2-(pyridin-2-ylmethyl)-1,2,3,4-tetrahydroisoquinolin-5-yl)methyl)pyridazin-3-amine ClC1=C(C=C(C=C1)F)C1=CC=C(N=N1)NCC1=C2CCN(CC2=CC=C1)CC1=NC=CC=C1